Cl.FC1=C(C=CC(=C1)[N+](=O)[O-])N1CCNCC1 1-(2-fluoro-4-nitrophenyl)piperazine hydrochloride